[N+](=O)([O-])C1=C(C(=O)O)C=CC=C1SSC=1C(=C(C(=O)O)C=CC1)[N+](=O)[O-] dithio-bis-(2-nitrobenzoic acid)